N1(CCC1)C1=C(C(=NC(=C1)NC1=NN(C(=C1)C)C(C)(C)C)C[C@@]1(C[C@H](N(CC1)C(=O)OC(C)(C)C)C)C(=O)OC(C)(C)C)F di-tert-butyl (2R,4R)-4-((4-(azetidin-1-yl)-6-((1-(tert-butyl)-5-methyl-1H-pyrazol-3-yl) amino)-3-fluoropyridin-2-yl) methyl)-2-methylpiperidine-1,4-dicarboxylate